(R)-3-(2-(benzo[c][1,2,5]oxadiazol-5-yl)ethyl)-1-(2-(pyridin-2-yl)propan-2-yl)pyrrolidine-3-carbonitrile N=1ON=C2C1C=CC(=C2)CC[C@@]2(CN(CC2)C(C)(C)C2=NC=CC=C2)C#N